C1(CC1)S(=O)(=O)N1CCN(CC1)C(=O)OC(C)(C)C tert-Butyl 4-(Cyclopropylsulfonyl)piperazine-1-carboxylate